NC1=NC=CC(=C1Cl)C(=C)C1=NNC2=NC(=CN=C21)N2CCC1(CC2)[C@@H](C2=CC(=CC=C2C1)OC)N (S)-1'-(3-(1-(2-amino-3-chloropyridin-4-yl)vinyl)-1H-pyrazolo[3,4-b]pyrazin-6-yl)-6-methoxy-1,3-dihydrospiro[indene-2,4'-piperidine]-1-amine